4-[4-cyano-6-(3-cyano-2-methyl-phenyl)-3-hydroxy-pyridin-2-yl]-4-oxo-butyric acid ethyl ester C(C)OC(CCC(=O)C1=NC(=CC(=C1O)C#N)C1=C(C(=CC=C1)C#N)C)=O